4-(3-(2-chloropyridin-4-yl)ureido)-N-(12-((2-(2,6-dioxopiperidin-3-yl)-1,3-dioxoisoindolin-4-yl)amino)dodecyl)picolinamide ClC1=NC=CC(=C1)NC(NC1=CC(=NC=C1)C(=O)NCCCCCCCCCCCCNC1=C2C(N(C(C2=CC=C1)=O)C1C(NC(CC1)=O)=O)=O)=O